The molecule is a flavan-3,3',4,4',5,5',7-heptol that has (2R,3S,4S) configuration. It has a role as a metabolite. It is a flavan-3,3',4,4',5,5',7-heptol, a leucoanthocyanidin and a (2R,3S,4S)-leucoanthocyanidin. It derives from a (+)-gallocatechin. C1=C(C=C(C(=C1O)O)O)[C@@H]2[C@H]([C@H](C3=C(C=C(C=C3O2)O)O)O)O